C(C)(C)(C)OC(=O)N1CC=2N=C(N=CC2CC1)C(=C)C (prop-1-en-2-yl)-5,6-dihydropyrido[3,4-d]pyrimidine-7(8H)-carboxylic acid tert-butyl ester